cyclopentyl-alanine C1(CCCC1)N[C@@H](C)C(=O)O